CC1=C(C(=CC(=C1)CSCCCCCCCC)CSCCCCCCCC)O 2-Methyl-4,6-bis[octylthiomethyl]-phenol